neopentyl ((((2R,3S,4R,5S)-5-(4-aminopyrrolo[2,1-f][1,2,4]triazin-7-yl)-2-(fluoromethyl)-3,4-dihydroxytetrahydrofuran-2-yl)methoxy)(phenoxy)phosphoryl)-L-alaninate NC1=NC=NN2C1=CC=C2[C@H]2[C@@H]([C@@H]([C@@](O2)(CF)COP(=O)(OC2=CC=CC=C2)N[C@@H](C)C(=O)OCC(C)(C)C)O)O